ClC=1C(=CC2=C([C@@H](C[C@@H](O2)C(=O)NC23CC(C2)(C3)N3N=CC(=C3)CCOC(F)(F)F)O)C1)F (2R,4R)-6-chloro-7-fluoro-4-hydroxy-N-(3-{4-[2-(trifluoromethoxy)ethyl]-1H-pyrazol-1-yl}bicyclo[1.1.1]pentan-1-yl)-3,4-dihydro-2H-1-benzopyran-2-carboxamide